(2,5-dimethyloxazol-4-yl)methanol (S)-tert-butyl-2-(1-amino-5-carbamoyl-4-(4-((4-(trifluoromethyl)pyridin-2-yl)carbamoyl)phenyl)-1H-imidazol-2-yl)pyrrolidine-1-carboxylate C(C)(C)(C)[C@]1(N(CCC1)C(=O)OCC=1N=C(OC1C)C)C=1N(C(=C(N1)C1=CC=C(C=C1)C(NC1=NC=CC(=C1)C(F)(F)F)=O)C(N)=O)N